trimethylsilylethynyl(phenyl)iodonium tetrafluoroborate F[B-](F)(F)F.C[Si](C)(C)C#C[I+]C1=CC=CC=C1